[Br-].BrCCCCCCCC[N+](C)(C)CCCCCCCC (8-bromooctyl)-octyl-dimethylammonium bromide